C(C)(C)(C)OC(=O)COCCN [2-(tert-butoxycarbonylmethoxy)ethyl]amine